5-(6-(bromomethyl)pyridin-3-yl)-N-((4,6-dimethyl-2-oxo-1,2-dihydropyridin-3-yl)methyl)-3-(ethyl-(tetrahydro-2H-pyran-4-yl)amino)-2-methylbenzamide BrCC1=CC=C(C=N1)C=1C=C(C(=C(C(=O)NCC=2C(NC(=CC2C)C)=O)C1)C)N(C1CCOCC1)CC